(E)-10-Benzylidene-7-methoxy-3,3-dimethyl-2,3,4a,9,9a,10-hexahydro-1H-indeno[1,2-c]pyrazolo[1,2-a]pyrazol-1-one C(/C1=CC=CC=C1)=C\1/C2C(N3N1C(CC3(C)C)=O)C=3C=CC(=CC3C2)OC